C[C@H]1[C@H](OC(=O)N1)C2=CC=CC=C2 (4S,5R)-(-)-4-methyl-5-phenyl-2-oxazolidinone